CC1S(CCC1NC1=NC=C(C=2C1=NC=CN2)C2=CC=C(C=C2)C(F)(F)F)(=O)=O 2-methyl-3-((8-(4-(trifluoromethyl)phenyl)pyrido[3,4-b]pyrazin-5-yl)amino)tetrahydrothiophene 1,1-dioxide